CC1(C(SC=C1)=O)CC(=O)OC methyl 2-(3-methyl-thiolinon-3-yl)-acetate